6-chloro-7-methoxy-4-[3-(1,3-thiazol-2-yl)propyl]-3,4-dihydro-2H-1,4-benzoxazine-8-carboxylic acid ClC=1C(=C(C2=C(N(CCO2)CCCC=2SC=CN2)C1)C(=O)O)OC